2-{[4-(difluoromethoxy)phenyl]sulfonyl}-5-(oxetan-3-yl)-1,2,3,4,5,6-hexahydropyrrolo[3,4-c]pyrrole FC(OC1=CC=C(C=C1)S(=O)(=O)N1CC=2CN(CC2C1)C1COC1)F